(6Ar,10aR)-6,6-dimethyl-9-methylidene-3-pentyl-1-(4-phenylphenoxy)-7,8,10,10a-tetrahydro-6aH-benzo[c]chromene CC1(OC2=CC(=CC(=C2[C@H]2[C@H]1CCC(C2)=C)OC2=CC=C(C=C2)C2=CC=CC=C2)CCCCC)C